4-bromo-N,N-dimethylbenzylamine BrC1=CC=C(CN(C)C)C=C1